5-[4-(2,2-difluoroethyl)-6,7-difluoro-1-(p-tolylsulfonyl)indol-5-yl]oxy-2-fluoro-benzonitrile FC(CC1=C2C=CN(C2=C(C(=C1OC=1C=CC(=C(C#N)C1)F)F)F)S(=O)(=O)C1=CC=C(C=C1)C)F